IC1=NN(C2=NC(=CN=C21)N2CCC1(CCN(C1)C1=NC(=NC(=C1)C(F)(F)F)C)CC2)C2OCCCC2 8-(3-iodo-1-(tetrahydro-2H-pyran-2-yl)-1H-pyrazolo[3,4-b]pyrazin-6-yl)-2-(2-methyl-6-(trifluoromethyl)pyrimidin-4-yl)-2,8-diazaspiro[4.5]decane